ClC1=C(C=CC(=C1)Cl)[C@@H](C)N1N=NC2=NC=C(C=C21)N2CC(C2)[C@@H]2CN(CCC2)CCO 2-((R)-3-(1-(1-((R)-1-(2,4-dichlorophenyl)ethyl)-1H-[1,2,3]triazolo[4,5-b]pyridin-6-yl)azetidin-3-yl)piperidin-1-yl)ethan-1-ol